N-(indoline-2-ylidene)-4-methylbenzenesulfonamide N1C(CC2=CC=CC=C12)=NS(=O)(=O)C1=CC=C(C=C1)C